[2H]C(C(C(C1=CC=CC=C1)[2H])(N)[2H])([2H])[2H] 1,1,1,2,3-Pentadeuterio-3-phenylpropan-2-amine